C(=O)(OC(C)(C)C)NC1=C(C=CC=C1)N N-BOC-1,2-phenylenediamine